COC=1C=CC(=C(C1)CC(=O)OC)B1OC(C(O1)(C)C)(C)C methyl 2-(5-methoxy-2-(4,4,5,5-tetramethyl-1,3,2-dioxaborolan-2-yl)phenyl)acetate